CC1N(CC2(C1)CCCC2)S(=O)(=O)C2=CC=C1CCNCC1=C2 7-((3-Methyl-2-azaspiro[4.4]nonan-2-yl)sulfonyl)-1,2,3,4-tetrahydroisoquinoline